2-[4-(4-Methoxyphenoxy)-3-nitrophenyl]-7-hydroxythiazolo[5,4-d]pyrimidine COC1=CC=C(OC2=C(C=C(C=C2)C=2SC=3N=CN=C(C3N2)O)[N+](=O)[O-])C=C1